5-(1-thienyl)-1-phenyl-3-difluoromethyl-1H-pyrazole-4-nitrile S1(C=CC=C1)C1=C(C(=NN1C1=CC=CC=C1)C(F)F)C#N